[Mn].[Sn].[Li] lithium tin manganese